COC[C@@H](C)OC1=CC=C(C[C@@H]2N(CCCCC2)C2=CC(=CC(N2)=O)N2CCOCC2)C=C1 6-((R)-2-(4-(((R)-1-methoxypropan-2-yl)oxy)benzyl)azepan-1-yl)-4-morpholinopyridin-2(1H)-one